4-amino-N-((2S)-1-methoxy-2-propanyl)-N-((6-(trifluoromethyl)-3-pyridazinyl)methyl)-1,3-dihydrofuro[3,4-c]quinoline-8-carboxamide NC1=NC=2C=CC(=CC2C2=C1COC2)C(=O)N(CC=2N=NC(=CC2)C(F)(F)F)[C@H](COC)C